BrC1=NC(=CC(=C1)F)Br 2,6-dibromo-4-fluoropyridine